NC=1C2=C(N=CN1)CC(=C2C2=CC=C(C(=O)O)C=C2)C2=CC=C(C=C2)NC(C(=C)C)=O 4-(4-Amino-6-(4-methacrylamidophenyl)-7H-cyclopenta[d]pyrimidin-5-yl)benzoic acid